O1C(=CCC1)B1OC(C(O1)(C)C)(C)C 2-(4,5-dihydrofuran-2-yl)-4,4,5,5-tetramethyl-1,3,2-dioxaborolane